FC=1C=C(C=CC1C=1C=NC(NC1)=O)NC([C@H](C(C1=CC=CC=C1)C1=CC=CC=C1)NC(=O)C1=CC=NN1C)=O (S)-N-(1-((3-fluoro-4-(2-oxo-1,2-dihydropyrimidin-5-yl)phenyl)amino)-1-oxo-3,3-diphenylpropan-2-yl)-1-methyl-1H-pyrazole-5-carboxamide